CC1=C(C(=CC(=C1)C1=NN(C=N1)C1=CC=C(C=C1)OC(F)(F)F)C)NC(=O)\N=C\1/SCC(N1C1=C(C=CC(=C1)C)C(C)C)=O (Z)-1-(2,6-dimethyl-4-(1-(4-(trifluoromethoxy)phenyl)-1H-1,2,4-triazol-3-yl)phenyl)-3-(3-(2-isopropyl-5-methylphenyl)-4-oxothiazolidin-2-ylidene)urea